tert-butyl N-[(6R)-6-hydroxy-13-oxo-6,15-bis(trifluoromethyl)spiro[19-oxa-3,4,18-triazatricyclo[12.3.1.12,5]nonadeca-1(17),2,4,14(18),15-pentaene-12,1'-cyclobutane]-17-yl]carbamate O[C@]1(C2=NN=C(C3=C(C=C(C(C(C4(CCC4)CCCCC1)=O)=N3)C(F)(F)F)NC(OC(C)(C)C)=O)O2)C(F)(F)F